NC1=C(C(=O)OC)C(=C(C(=C1F)C1=NC(=CC(=C1C(F)(F)F)C)N(CC1=CC=C(C=C1)OC)CC1=CC=C(C=C1)OC)CCNC(=O)OC(C)(C)C)F methyl 2-amino-4-(6-(bis(4-methoxybenzyl)amino)-4-methyl-3-(trifluoromethyl)pyridin-2-yl)-5-(2-((tert-butoxycarbonyl)amino)ethyl)-3,6-difluorobenzoate